5-(4-(cyclohexylamino)-6-((2-methoxy-4-morpholinophenyl)amino)-1H-pyrazolo[3,4-d]pyrimidin-3-yl)-1,3,4-oxadiazol-2(3H)-one C1(CCCCC1)NC1=C2C(=NC(=N1)NC1=C(C=C(C=C1)N1CCOCC1)OC)NN=C2C2=NNC(O2)=O